5-tert-butyl-7-(3,3-difluoropyrrolidin-1-yl)-3H-[1,2,3]Triazolo[4,5-d]Pyrimidine C(C)(C)(C)C=1N=C(C2=C(N1)NN=N2)N2CC(CC2)(F)F